8-(4-chloro-2-fluorophenyl)-5-fluoro-2,3-dimethyl-6-(5-(1-methyl-1H-pyrazol-4-yl)-4-oxa-7-azaspiro[2.5]oct-7-yl)pyrido[3,4-d]pyrimidin-4(3H)-one ClC1=CC(=C(C=C1)C1=NC(=C(C2=C1N=C(N(C2=O)C)C)F)N2CC(OC1(CC1)C2)C=2C=NN(C2)C)F